tert-butyl 4-[2-[4-[[4-[2-(2,6-dioxo-3-piperidyl)-1,3-dioxo-isoindolin-5-yl] piperazin-1-yl] methyl]-1-piperidyl]ethyl]piperazine-1-carboxylate O=C1NC(CCC1N1C(C2=CC=C(C=C2C1=O)N1CCN(CC1)CC1CCN(CC1)CCN1CCN(CC1)C(=O)OC(C)(C)C)=O)=O